F[C@]1(CNCC1)COC=1C(=CC(=NC1)C)C1=CC=2N(C=C1)N=C(C2)NC(=O)C2CC2 (R)-N-[5-[5-[(3-fluoropyrrolidin-3-yl)methoxy]-2-methyl-4-pyridyl]pyrazolo[1,5-a]pyridin-2-yl]cyclopropanecarboxamide